3-[(3-fluoro-2-methylphenyl)amino]-2-[3-[(2S)-piperidin-2-ylmethoxy]pyridin-4-yl]-1H,5H,6H,7H-pyrrolo[3,2-c]pyridin-4-one FC=1C(=C(C=CC1)NC1=C(NC2=C1C(NCC2)=O)C2=C(C=NC=C2)OC[C@H]2NCCCC2)C